2-(2-naphthyl)imidazo[1,2-a]pyridine C1=C(C=CC2=CC=CC=C12)C=1N=C2N(C=CC=C2)C1